C(C1=CC=CC=C1)OC1=C(C(=C2C=CC(=CC2=C1)NC(CC1=CC=C(C=C1)OC1=CC2=C(N(C(N2C)=O)C2C(NC(CC2)=O)=O)C=C1)=O)F)N1S(NC(C1)=O)(=O)=O N-[7-benzyloxy-5-fluoro-6-(1,1,4-trioxo-1,2,5-thiadiazolidin-2-yl)-2-naphthyl]-2-[4-[1-(2,6-dioxo-3-piperidyl)-3-methyl-2-oxo-benzimidazol-5-yl]oxyphenyl]acetamide